3-{(5,7-Dibromobenzofuran-2-yl)methyl}-5-methyl-7-propyl-3H-pyrazolo[4,3-d][1,2,3]triazin-4(5H)-one BrC=1C=C(C2=C(C=C(O2)CN2N=NC3=C(C2=O)N(N=C3CCC)C)C1)Br